[Fe].[Ni].[Co] cobalt-nickel iron